(2E)-N-[2-(quinazolin-7-yl)pyridin-4-yl]but-2-enamide N1=CN=CC2=CC=C(C=C12)C1=NC=CC(=C1)NC(\C=C\C)=O